IC1=CC=C(CC2C[C@H](NC2)C(=O)O)C=C1 γ-(4-iodobenzyl)-proline